(2S,3R,4R)-1-acetyl-2-cyclopropyl-4-((5-methoxy-4-methylpyrimidin-2-yl)amino)-3-methyl-1,2,3,4-tetrahydroquinoline-6-carboxamide C(C)(=O)N1[C@H]([C@@H]([C@H](C2=CC(=CC=C12)C(=O)N)NC1=NC=C(C(=N1)C)OC)C)C1CC1